bromoo-vanillin BrC(=O)C1=C(O)C(OC)=CC=C1